BrC=1C(=NC(=NC1)NC1=C(C=C(C(=C1)CC)N1CCC2(CC1)CCNCC2)OC)NC=2C(=C1C=C(C(=NC1=CC2)C)F)P(C)(C)=O (6-((5-bromo-2-((5-ethyl-2-methoxy-4-(3,9-diazaspiro[5.5]undecan-3-yl)phenyl)amino)pyrimidin-4-yl)amino)-3-fluoro-2-methylquinolin-5-yl)dimethylphosphine oxide